p-hydroxyphenylphosphine OC1=CC=C(C=C1)P